3-[(2S,4S)-2-cyclopropyl-4-(4-methyl-4H-1,2,4-triazol-3-yl)piperidin-1-yl]-6'-fluoro-6-(trifluoromethyl)-[2,3'-bipyridine]-4-carbonitrile C1(CC1)[C@H]1N(CC[C@@H](C1)C1=NN=CN1C)C=1C(=NC(=CC1C#N)C(F)(F)F)C=1C=NC(=CC1)F